(Z)-2,3-diphenyl-2-butenenitrile C1(=CC=CC=C1)/C(/C#N)=C(\C)/C1=CC=CC=C1